9H-fluoren-9-ylmethyl {2-[2-(2-aminoethoxy)ethoxy]ethyl}carbamate NCCOCCOCCNC(OCC1C2=CC=CC=C2C=2C=CC=CC12)=O